C1(CCCCC1)CC1CCC(CC1)C1=NC(C2(C1)CCN(CC2)C=2SC1=C(C(N2)=O)C=C(C(=C1[N+](=O)[O-])C)F)=O 2-(3-(4-(cyclohexylmethyl)cyclohexyl)-1-oxo-2,8-diazaspiro[4.5]dec-2-en-8-yl)-6-fluoro-7-methyl-8-nitro-4H-benzo[e][1,3]thiazin-4-one